C(C)OC(CCC(=O)C1=NC(=CC(=C1O)Br)C1=C(C=CC=C1)OC)=O 4-[4-Bromo-3-hydroxy-6-(2-methoxy-phenyl)-pyridin-2-yl]-4-oxo-butyric acid ethyl ester